FC1=C(C=C2C=NN(C(C2=C1)=O)C)C1=CC(N(C=C1)C)=O 7-fluoro-2-methyl-6-(1-methyl-2-oxo-1,2-dihydropyridin-4-yl)phthalazin-1(2H)-one